CN1N=C(C=C1C#N)B1OC(C(O1)(C)C)(C)C 2-methyl-5-(4,4,5,5-tetramethyl-1,3,2-dioxaborolan-2-yl)pyrazole-3-carbonitrile